4,4'-(1-phenylethylene)bis[2,6-bis(hydroxymethyl)phenol] C1(=CC=CC=C1)C(CC1=CC(=C(C(=C1)CO)O)CO)C1=CC(=C(C(=C1)CO)O)CO